ClC1=CC=C(C=C1)CN1C([C@H](CSC2=C1C=C(C(=C2)C)C(NNC(C(C)(C)C#N)=O)=O)NC(OC(C)(C)C)=O)=O tert-butyl N-[(3R)-5-[(4-chlorophenyl)methyl]-7-[[(2-cyano-2-methyl-propanoyl)amino]carbamoyl]-8-methyl-4-oxo-2,3-dihydro-1,5-benzothiazepin-3-yl]carbamate